((((9H-fluoren-9-yl)methoxy)carbonyl)amino)-2-methyl-3-phenylpropionic acid C1=CC=CC=2C3=CC=CC=C3C(C12)COC(=O)NC(C(=O)O)(CC1=CC=CC=C1)C